FC1(CC(CNC1)NC(OC(C)(C)C)=O)F tert-butyl N-(5,5-difluoropiperidin-3-yl)carbamate